C(C(=C)C)(=O)OC[Si](OC)(OC)OC (trimethoxy silyl)methyl methacrylate